(S)-1-(3,4-dichlorophenyl)-6-(5-(3,5-dimethylisoxazol-4-yl)-1-((1r,4S)-4-hydroxycyclohexyl)-1H-benzo[d]imidazol-2-yl)piperidin-2-one ClC=1C=C(C=CC1Cl)N1C(CCC[C@H]1C1=NC2=C(N1C1CCC(CC1)O)C=CC(=C2)C=2C(=NOC2C)C)=O